BrC1=C(C=C(NC2=NC=C(C(=N2)N[C@H]2[C@@H](CCCC2)C#N)Cl)C=C1C)CO (trans)-2-[[2-[4-bromo-3-(hydroxymethyl)-5-methyl-anilino]-5-chloro-pyrimidin-4-yl]amino]cyclohexanecarbonitrile